ClC1=C(C=C2C=C(N=CC2=C1)NC(=O)C1CC12CCOCC2)C2CCN(CC2)C2COCC2OC N-(7-chloro-6-(1-(4-methoxytetrahydrofuran-3-yl)piperidin-4-yl)isoquinolin-3-yl)-6-oxaspiro[2.5]octane-1-carboxamide